Cl.ClC1=CC=C(C=C1)N(C1=NC2=CC=CC=C2C(=C1)N1CCC(CC1)NC(C)(C)C)C 2-(4-chlorophenyl-methylamino)-4-(4-tert-butylaminopiperidin-1-yl)-quinoline hydrochloride